CC1=NOC(=C1C=1C=C2C(=NC1)N(C=C2C2=C(C=C(C(=O)O)C=C2)C(F)(F)F)[C@@H](C)C2=NC=CC=C2)C (S)-4-(5-(3,5-dimethylisoxazol-4-yl)-1-(1-(pyridin-2-yl)ethyl)-1H-pyrrolo[2,3-b]pyridin-3-yl)-3-(trifluoromethyl)benzoic acid